C(C1=CC=CC=C1)(=O)ON=C(C(=O)C1=CC=C(C=C1)SC1=CC=CC=C1)CC N-benzoyloxy-1-(4-phenylthiophenyl)butan-1-one-2-imine